3-(4-((2-cyclopropylethyl)((1s,4s)-4-(((3-fluorooxetan-3-yl)methyl)amino)cyclohexyl)amino)-1-oxoisoindolin-2-yl)piperidine-2,6-dione C1(CC1)CCN(C1=C2CN(C(C2=CC=C1)=O)C1C(NC(CC1)=O)=O)C1CCC(CC1)NCC1(COC1)F